FC1=C(C=CC=C1)C1=CN(C=2N=CN=C(C21)N2C[C@H](N(C[C@@H]2C)C(C(C)C)=O)C)C2=NC=CC(=C2)F 1-[(2R,5S)-4-[5-(2-fluorophenyl)-7-(4-fluoropyridin-2-yl)-7H-pyrrolo[2,3-d]pyrimidin-4-yl]-2,5-dimethylpiperazin-1-yl]-2-methylpropan-1-one